ClC(=C(/C(=C/Cl)/Cl)Cl)Cl Z-1,1,2,3,4-pentachlorobuta-1,3-diene